tert-butyl N-[2-hydroxy-2-(1-methylpyrazol-4-yl)propyl]-N-(1-phenylethyl)carbamate OC(CN(C(OC(C)(C)C)=O)C(C)C1=CC=CC=C1)(C)C=1C=NN(C1)C